9-[3,5-Bis(2-dibenzofuranyl)phenyl]-9H-carbazole C1=C(C=CC=2OC3=C(C21)C=CC=C3)C=3C=C(C=C(C3)C3=CC2=C(OC1=C2C=CC=C1)C=C3)N3C1=CC=CC=C1C=1C=CC=CC31